N(=C=O)C1CC(CC(C1)(CN=C=O)C)(C)C 1-Isocyanato-3,3,5-trimethyl-5-isocyanatomethyl-cyclohexan